heptafluorothiophene FC1=C(C(=C(S1(F)(F)F)F)F)F